BrC=1C=C2CC(CC2=CC1)(C=1N=C2N(C=CC=C2)C1)N1CC2(CC2)CNC1=O 5-(5-bromo-2-(imidazo[1,2-a]pyridin-2-yl)-2,3-dihydro-1H-inden-2-yl)-5,7-diazaspiro[2.5]octan-6-one